C(=C)[Si]1(C[Si](C1)(C)C)C=C 1,1-divinyl-3,3-dimethyl-1,3-disilacyclobutane